ClC(=C1[C@@H]2CC[C@H]1C1=CC=CC=C21)Cl (1R,4S)-9-(dichloromethylene)-1,2,3,4-tetrahydro-1,4-methano-naphthalene